N-(4,4-difluorocyclohexyl)-6-morpholino-2-(3-(trifluoromethyl)-1H-pyrazol-1-yl)pyrimidin-4-amine FC1(CCC(CC1)NC1=NC(=NC(=C1)N1CCOCC1)N1N=C(C=C1)C(F)(F)F)F